C(CC)O[Si](C(CCN1C(NCC1)=O)CCCC)(C)C 1-[3-(propoxydimethylsilyl)heptyl]-2-imidazolidinone